ClC1=NC=2N(C(=C1)Cl)N=C(C2)C(=O)OCC ethyl 5,7-dichloropyrazolo[1,5-a]pyrimidine-2-carboxylate